NC=1C(=CC=2C(=C3N(CCN(C3)C(CCOCCC)=O)C2N1)F)Cl 1-(3-(2-amino-3-chloro-5-fluoro-8,9-dihydropyrido[3',2':4,5]pyrrolo[1,2-a]pyrazin-7(6H)-yl)-3-oxopropoxy)propan